3-chloro-5-((6-oxo-1-((3-oxo-6-(1H-pyrazol-4-yl)-2,3-dihydropyridazin-4-yl)methyl)-4-(trifluoromethyl)-1,6-dihydropyrimidin-5-yl)oxy)benzonitrile ClC=1C=C(C#N)C=C(C1)OC1=C(N=CN(C1=O)CC=1C(NN=C(C1)C=1C=NNC1)=O)C(F)(F)F